3-phenyl-3-[bis(2-ethylhexyl-oxy)phosphoryl]propionic acid C1(=CC=CC=C1)C(CC(=O)O)P(=O)(OCC(CCCC)CC)OCC(CCCC)CC